potassium methanolate C[O-].[K+]